(S)-6-bromo-8-trifluoroethyl-2-trifluoromethyl-2H-benzopyran-3-carboxylic acid methyl ester COC(=O)C=1[C@H](OC2=C(C1)C=C(C=C2CC(F)(F)F)Br)C(F)(F)F